cis-2,3-piperazine-dicarboxylic acid N1[C@H]([C@H](NCC1)C(=O)O)C(=O)O